4-(4,4,5,5-tetramethyl-1,3,2-dioxaborolan-2-yl)benzoyl chloride CC1(OB(OC1(C)C)C1=CC=C(C(=O)Cl)C=C1)C